N-(3-chloro-5-(methylsulfonamido)phenyl)-5-(3-((3,5-difluorobenzyl)oxy)-5-methoxypyridin-2-yl)-1-methyl-1H-pyrrole-3-carboxamide ClC=1C=C(C=C(C1)NS(=O)(=O)C)NC(=O)C1=CN(C(=C1)C1=NC=C(C=C1OCC1=CC(=CC(=C1)F)F)OC)C